C(C#CC)(=O)N1[C@@H](CCCC1)C1=NC(=C2N1C=CN=C2C)C2=CC=C(C(=O)NC1=NC=CC=C1)C=C2 (S)-4-(3-(1-(but-2-ynoyl)piperidin-2-yl)-8-methylimidazo[1,5-a]pyrazin-1-yl)-N-(pyridin-2-yl)benzamide